ClC1=CN=C2C(=N1)N(C(=C2)C2(CC2)C)C 3-chloro-5-methyl-6-(1-methylcyclopropyl)pyrrolo[2,3-b]pyrazine